ClC1=C2CCCC(C2=CC(=C1OCCCl)Cl)C1=NC=C(C=C1)OC 2-(5,7-dichloro-6-(2-chloroethoxy)-1,2,3,4-tetrahydronaphthalen-1-yl)-5-methoxypyridine